C[C@]12CC[C@H](C1(C)C)C[C@H]2O (+)-bornyl alcohol